5-methyl-2-ethylamino-2-thiazoline CC1CN=C(S1)NCC